2,4-dimethyl-3-ethylfuran CC=1OC=C(C1CC)C